n-propyl-silicon trichloride C(CC)[Si](Cl)(Cl)Cl